2-[(1-n-butylundecyl)oxy]ethanol C(CCC)C(CCCCCCCCCC)OCCO